OCN1N=CC=CC1=O (hydroxymethyl)-6-oxo-1,6-dihydropyridazin